tert-butyl 4-(8-((5-((4-([1,1'-biphenyl]-3-yl)-5-chloropyrimidin-2-yl)amino)pyridin-3-yl)amino)-8-oxooctyl)piperazine-1-carboxylate C1(=CC(=CC=C1)C1=NC(=NC=C1Cl)NC=1C=C(C=NC1)NC(CCCCCCCN1CCN(CC1)C(=O)OC(C)(C)C)=O)C1=CC=CC=C1